ethyl (R)-6-fluoro-1-(4-fluoroindolin-5-yl)-4-oxo-7-(2-((pyridin-2-yloxy) methyl) pyrrolidin-1-yl)-1,4-dihydroquinoline-3-carboxylate FC=1C=C2C(C(=CN(C2=CC1N1[C@H](CCC1)COC1=NC=CC=C1)C=1C(=C2CCNC2=CC1)F)C(=O)OCC)=O